FC1=C(C=CC2=C1CCCC[C@H]2N[S@@](=O)C(C)(C)C)O (S)-N-((R)-1-fluoro-2-hydroxy-6,7,8,9-tetrahydro-5H-benzo[7]annulen-5-yl)-2-methylpropane-2-sulfinamide